BrC=1C=C(C=CC1)[Mg]Cl (3-bromophenyl)-chloro-magnesium